(5'S,7a'R)-1-(3,5-dimethylbenzene-1-carbonyl)-5'-phenyl-tetrahydro-3'H-spiro[piperidine-4,2'-pyrrolo[2,1-b][1,3]oxazol]-3'-one CC=1C=C(C=C(C1)C)C(=O)N1CCC2(C(N3[C@H](O2)CC[C@H]3C3=CC=CC=C3)=O)CC1